OC=1C(=C2C(=C(N(C2=CC1)C1=C(C=CC=C1)C)C)C(=O)OCC)CN1CCCCC1 ethyl 5-hydroxy-2-methyl-4-(piperidin-1-ylmethyl)-1-(o-tolyl)-1H-indole-3-carboxylate